C1(=CC=CC=C1)N(C1=CC=C(C=C1)C1=CC=C(C=C1)N(C1=CC(=CC=C1)C)C1=CC=CC=C1)C1=CC(=CC=C1)C N,N'-diphenyl-N,N'-bis-(3-methylphenyl)-[1,1'-biphenyl]-4,4'-diamine